FC=1C=C(C=O)C=CC1N(CCNC)C 3-Fluoro-4-(methyl(2-(methylamino)ethyl)amino)benzaldehyde